C(C)(C)(C)N(C(O)=O)C(CC=1C(=NC(=C(C1)O)Cl)Br)C(C)(C)C.C(C)NCC(CC[Si](OC)(OC)OC)(C)C N-ethyl-4-amino-3,3-dimethylbutyl-trimethoxysilane tert-butyl-(1-(2-bromo-6-chloro-5-hydroxypyridin-3-yl)-3,3-dimethylbutan-2-yl)carbamate